Methyl (2R)-3-(3-((5-(5-((4-bromo-6,7-difluoro-1H-indol-5-yl)oxy)-2-fluorophenyl)-1-methyl-1H-1,2,4-triazol-3-yl)(hydroxy)methyl)phenyl)-2-methylpropanoate BrC1=C2C=CNC2=C(C(=C1OC=1C=CC(=C(C1)C1=NC(=NN1C)C(C=1C=C(C=CC1)C[C@H](C(=O)OC)C)O)F)F)F